N-(4-(((8-isopropyl-2-(piperidin-3-ylamino)pyrazolo[1,5-a][1,3,5]triazin-4-yl)amino)methyl)phenyl)acetamide C(C)(C)C=1C=NN2C1N=C(N=C2NCC2=CC=C(C=C2)NC(C)=O)NC2CNCCC2